4-[7-(1-Cyano-1-methyl-ethyl)imidazo[1,2-a]pyridin-3-yl]-2-(difluoromethoxy)-6-methoxy-N-(oxetan-3-yl)benzamide C(#N)C(C)(C)C1=CC=2N(C=C1)C(=CN2)C2=CC(=C(C(=O)NC1COC1)C(=C2)OC)OC(F)F